(1R,3R,5S)-N-(2-methoxyethyl)-3-methyl-5-(8-(trifluoromethyl)quinolin-5-yl)cyclohexylamine COCCN[C@@H]1C[C@@H](C[C@@H](C1)C1=C2C=CC=NC2=C(C=C1)C(F)(F)F)C